benzyl N-{1-[3-(5-chloro-1H-1,3-benzodiazol-2-yl)-5-(3-fluoro-5-methylphenyl)-2-(piperazin-1-yl)pyridin-4-yl]piperidin-4-yl}carbamate ClC1=CC2=C(NC(=N2)C=2C(=NC=C(C2N2CCC(CC2)NC(OCC2=CC=CC=C2)=O)C2=CC(=CC(=C2)C)F)N2CCNCC2)C=C1